N[C@H]1CN(CCC1)C(=O)C=1C=C(C=2N(C1)N=C(C2C)C=2N(C1=CC(=CC=C1C2)C2=C(C(=O)N)C=CC=C2)CC2CC2)OC 2-(2-{6-[(3R)-3-aminopiperidine-1-carbonyl]-4-methoxy-3-methylpyrazolo[1,5-a]pyridin-2-yl}-1-(cyclopropylmethyl)-1H-indol-6-yl)benzamide